FC1=CC=CC(=N1)CC1=CC(=NC=C1)C(=O)N[C@@H]1C(N(C2=C(OC1)C=CC(=C2)C#CC2CCOCC2)C)=O (S)-4-((6-fluoropyridin-2-yl)methyl)-N-(5-methyl-4-oxo-7-((tetrahydro-2H-pyran-4-yl)ethynyl)-2,3,4,5-tetrahydrobenzo[b][1,4]oxazepin-3-yl)pyridineamide